C1(=C(C=CC=C1)NC=1C(C(C1NCC1=CC=C(C=C1)C1=NOC(=N1)C(F)(F)F)=O)=O)C 3-(o-toluylamino)-4-((4-(5-(trifluoromethyl)-1,2,4-oxadiazol-3-yl)benzyl)amino)cyclobut-3-ene-1,2-dione